CN1CCN(CC1)C1=NC2=C(N1C(=O)NCCOC1=CC=CC=C1)C=CC=C2 (4-Methylpiperazin-1-yl)-N-(2-phenoxyethyl)-1H-benzo[d]imidazole-1-carboxamide